[Ir](Cl)(Cl)Cl.C(CCCCC)=N hexaanimine iridium chloride